FC=1C=C(C2=CC(=CC=C2C1)OC)CC(C)NC(C)=O N-(1-(3-fluoro-7-methoxynaphthalen-1-yl)propan-2-yl)acetamide